4-(1-methyl-1H-imidazol-5-yl)-N-(2-(2-methyl-1H-indol-3-yl)ethyl)benzamide CN1C=NC=C1C1=CC=C(C(=O)NCCC2=C(NC3=CC=CC=C23)C)C=C1